C(C)C(CC(C(=O)N)=C)CCCC (2-Ethylhexyl)acrylamide